FC1=C(C=CC(=C1)CC1CC(C1)OC)C=1C=C2C(=CC=NC2=CC1)NC=1C=CC2=C(N=CS2)C1 N-(6-(2-fluoro-4-((3-methoxycyclobutyl)methyl)phenyl)quinolin-4-yl)benzo[d]thiazol-5-amine